pentyl 2-phenylacetate (AMYL PHENYL ACETATE) C(CCCC)C(C(=O)O)C1=CC=CC=C1.C1(=CC=CC=C1)CC(=O)OCCCCC